1-(4-(6-chloro-8-fluoro-7-(2-fluoro-6-hydroxyphenyl)-2-(2-(pyridin-2-yl)ethoxy)quinazolin-4-yl)piperazin-1-yl)prop-2-en-1-one ClC=1C=C2C(=NC(=NC2=C(C1C1=C(C=CC=C1O)F)F)OCCC1=NC=CC=C1)N1CCN(CC1)C(C=C)=O